4-(2-methyl-4-nitrophenoxy)piperidine-1-carboxamide CC1=C(OC2CCN(CC2)C(=O)N)C=CC(=C1)[N+](=O)[O-]